FCCCCN1C=C(C2=CC=CC=C12)C(=O)NC(C(=O)O)C(C)(C)C 2-(1-(4-fluorobutyl)-1H-indole-3-carboxamido)-3,3-dimethylbutyric acid